ClC1=CC=C(S1)CN(C1=C(C(=NN1C(C1=C(C=CC=C1)F)=O)C1C(N(C(C1)O)C(CN1CCOCC1)=O)C(F)(F)F)C#N)C 5-{[(5-chlorothiophen-2-yl)methyl](methyl)amino}-1-(2-fluorobenzoyl)-3-{5-hydroxy-1-[2-(morpholin-4-yl)acetyl]-2-(trifluoromethyl)pyrrolidin-3-yl}-1H-pyrazole-4-carbonitrile